benzyl (3S)-4-(3-chloropropyl)-3-methyl-piperazine-1-carboxylate ClCCCN1[C@H](CN(CC1)C(=O)OCC1=CC=CC=C1)C